tert-butyl N-[2-[2-[2-[2-[[3-methoxy-4-(prop-2-ynylamino)phenyl]sulfonylamino]ethoxy]-ethoxy]ethoxy]ethyl]carbamate COC=1C=C(C=CC1NCC#C)S(=O)(=O)NCCOCCOCCOCCNC(OC(C)(C)C)=O